4-[(2S,6R)-2-[[6-(3-amino-3-methyl-azetidin-1-yl)spiro[1H-isobenzofuran-3,3'-azetidin]-1'-yl]methyl]-6-methyl-morpholin-4-yl]-3-fluoro-pyrazolo[1,5-a]pyridine-7-carbonitrile NC1(CN(C1)C1=CC=C2C(=C1)COC21CN(C1)C[C@H]1CN(C[C@H](O1)C)C=1C=2N(C(=CC1)C#N)N=CC2F)C